O1CCN(CC1)C=1C2=C(N=CN1)N(C(=C2)C2=CC=C(C=C2)NC(=O)C2=NC=CC(=C2)CN2C[C@@H](CCC2)NC/C=C/C(=O)OC(C)(C)C)COCC[Si](C)(C)C tert-butyl (R,E)-4-((1-((2-((4-(4-morpholino-7-((2-(trimethylsilyl)ethoxy)methyl)-7H-pyrrolo[2,3-d]pyrimidin-6-yl)phenyl)carbamoyl)pyridin-4-yl)methyl)piperidin-3-yl)amino)but-2-enoate